chloromethyl-dimethyl-isopropyl-oxysilane format C(=O)O.ClC[Si](OC(C)C)(C)C